7-[[(1R)-1-[3,6-Dimethyl-4-oxo-2-(3-pyridyl)chromen-8-yl]ethyl]amino]isoindolin-1-one CC1=C(OC2=C(C=C(C=C2C1=O)C)[C@@H](C)NC=1C=CC=C2CNC(C12)=O)C=1C=NC=CC1